5-methyl-2-{[(1S)-1-{4-[4-(piperazin-1-yl)tetrahydro-2H-pyran-4-yl]Phenyl}ethyl]Amino}-8-(prop-2-yl)pyrido[2,3-d]Pyrimidin CC1=CCN(C=2N=C(N=CC21)N[C@@H](C)C2=CC=C(C=C2)C2(CCOCC2)N2CCNCC2)C(C)C